(3R)-3-[[[(3-fluorophenyl)[(3,4,5-trifluorophenyl)methyl]amino]carbonyl]oxy]-1-[2-oxo-2-(2-thienyl)ethyl]-1-azoniabicyclo[2.2.2]octane bromide [Br-].FC=1C=C(C=CC1)N(C(=O)O[C@H]1C[N+]2(CCC1CC2)CC(C=2SC=CC2)=O)CC2=CC(=C(C(=C2)F)F)F